NCCCCCCCCOC=1C=C(C=CC1)CC(=O)O 2-{3-[(8-aminooctyl)oxy]phenyl}acetic acid